NC=1C=CC(=C(C1)NC(CCCC)=O)F N-(5-amino-2-fluorophenyl)pentanamide